tert-butyl 4-(2-((1H-imidazole-1-carbonyl)oxy)ethyl)-4-((3,4-difluorophenyl)amino)piperidine-1-carboxylate N1(C=NC=C1)C(=O)OCCC1(CCN(CC1)C(=O)OC(C)(C)C)NC1=CC(=C(C=C1)F)F